CC(C(C)=O)C 3-Methyl-2-butanon